3-fluoro-4-(2-methoxyethoxy)benzaldehyde FC=1C=C(C=O)C=CC1OCCOC